methyl-piperidine ammonium chloride [Cl-].[NH4+].CN1CCCCC1